2-oxa-8-azaspiro[4.5]decan-4-amine hydrochloride Cl.C1OCC(C12CCNCC2)N